CN(CCN1N=NC2=C1C=CC(=C2C)CCC(=O)[O-])C 3-{1-[2-(dimethylamino)ethyl]-4-methyl-1H-benzotriazol-5-yl}propanoate